4-Bromobenzoyl-carboxylic acid BrC1=CC=C(C(=O)C(=O)O)C=C1